CC1=CC=2C[C@H]3OCCN[C@H]3C2C=C1 (4aS,9aR)-7-methyl-2,3,4,4a,9,9a-hexahydroindeno[2,1-b][1,4]oxazine